4-butyl-4'-hydroxyazobenzene C(CCC)C1=CC=C(C=C1)N=NC1=CC=C(C=C1)O